C([O-])([O-])=O.[K+].C(C)C1(CCNCC1)C(=O)O.[K+] 4-ethylpiperidine-4-carboxylic acid Potassium carbonate